C1(=CC=CC=C1)C1=C(C(=NC=C1)C1=C(C=CC=C1)F)C(C(C([2H])([2H])[2H])([2H])[2H])([2H])[2H] phenyl(isopropyl-d7)(fluorophenyl)pyridine